Cl.N[C@H](CC(=O)OC(C)(C)C)C(=O)OC(C)(C)C Di-tert-butyl D-aspartate hydrochloride